CC1N(CCC(C1)CN1C(C2=CC=CC=C2C1=O)=O)C=1C=2N(C=C(N1)C=1C=NN(C1)C)N=CC2 2-((2-methyl-1-(6-(1-methyl-1H-pyrazol-4-yl)pyrazolo[1,5-a]pyrazin-4-yl)piperidin-4-yl)methyl)isoindoline-1,3-dione